C(C)(=O)N1CC2=C(C=C(C=C2C1)C1CCC(CC1)N1C(C=CC1=O)=O)N1CCCC2=CC(=C(C=C12)C(F)F)C=1C=NN(C1)C 1-(4-{2-acetyl-7-[7-(difluoromethyl)-6-(1-methylpyrazol-4-yl)-3,4-dihydro-2H-quinolin-1-yl]-1,3-dihydroisoindol-5-yl}cyclohexyl)pyrrole-2,5-dione